C(C=C)(=O)OCC1=CC=CC=C1 acrylic acid, benzyl ester